ethyl cis-2-((6-fluorobiphenyl-3-yl)methyl)-3-((methylsulfonyl)amino)pyrrolidine-1-carboxylate FC1=CC=C(C=C1C1=CC=CC=C1)C[C@@H]1N(CC[C@@H]1NS(=O)(=O)C)C(=O)OCC